trans-N-(4-((5-fluoro-4-(3-(2-oxooxazolidin-3-yl)phenyl)pyrimidin-2-yl)amino)cyclohexyl)acetamide FC=1C(=NC(=NC1)N[C@@H]1CC[C@H](CC1)NC(C)=O)C1=CC(=CC=C1)N1C(OCC1)=O